3-(5-bromopyrimidin-2-yl)-3-hydroxytetrahydrothiophene 1,1-dioxide BrC=1C=NC(=NC1)C1(CS(CC1)(=O)=O)O